S(=O)(=O)([O-])[O-].[NH4+].C(CCCCCCCC)OC1=CC=CC=C1.[NH4+] nonylphenyl ether ammonium sulfate salt